Br.CC1=C(N=C(S1)N)C1=NC=CC=C1 5-methyl-4-(pyridin-2-yl)thiazol-2-amine hydrobromide